4-(5-(5-methoxypyridin-3-yl)-1H-indol-2-yl)-N,N-dimethylpyridin-2-amine COC=1C=C(C=NC1)C=1C=C2C=C(NC2=CC1)C1=CC(=NC=C1)N(C)C